C(C)(C)(C)N(C(O)=O)[C@@H](C(F)(F)F)C1=NC(=CC=C1)Br.C(C)(C)C=1N(C2=CC=C(C=C2C1)OC)C1=NC(=NC=C1)C 2-isopropyl-5-methoxy-1-(2-methylpyrimidin-4-yl)indole tert-butyl-(R)-(1-(6-bromopyridin-2-yl)-2,2,2-trifluoroethyl)carbamate